4-((2-(isopropylsulfonyl)ethyl)amino)-2-((8-(1-methyl-1H-pyrazol-5-yl)-2,3-dihydrobenzo[b][1,4]dioxin-5-yl)amino)-7H-pyrrolo[2,3-d]pyrimidine-5-carbonitrile 2,2,2-trifluoroacetate FC(C(=O)O)(F)F.C(C)(C)S(=O)(=O)CCNC=1C2=C(N=C(N1)NC1=CC=C(C=3OCCOC31)C3=CC=NN3C)NC=C2C#N